OC1=CC=C(C=C1)C(C)(C)C1=CC(=CC=C1)C(C)(C)C1=CC=C(C=C1)O 1,3-bis[2-(4-hydroxyphenyl)-2-propyl]Benzene